(2-(4-(5-((4-((4-(acetamidomethyl)piperidin-1-yl)methyl)-6-(3,5-dichlorophenyl)pyridin-2-yl)oxy)pyridin-2-yl)piperazin-1-yl)ethyl)phosphonic acid C(C)(=O)NCC1CCN(CC1)CC1=CC(=NC(=C1)C1=CC(=CC(=C1)Cl)Cl)OC=1C=CC(=NC1)N1CCN(CC1)CCP(O)(O)=O